ClC1=CC=C2C(=CNC2=C1N1N=C(C=C1)F)S(=O)(=O)NC1=NC(=C(C(=N1)OC)OCC(F)F)OC 6-chloro-N-[5-(2,2-difluoroethoxy)-4,6-dimethoxy-pyrimidin-2-yl]-7-(3-fluoropyrazol-1-yl)-1H-indole-3-sulfonamide